FC(S(=O)(=O)O)(F)F.FC(S(=O)(=O)O)(F)F.FC(S(=O)(=O)O)(F)F.[Hf] hafnium tris(trifluoromethanesulfonic acid)